tert-butyl 8-methyl-7-{2-[(3-methyl-4-{methyl[2-(morpholin-4-yl)ethyl]amino}phenyl)amino]-5H,6H,7H,8H-pyrido[3,4-d]pyrimidin-7-yl}-1H,2H,3H-pyrido[2,3-b][1,4]oxazine-1-carboxylate CC1=C(C=NC=2OCCN(C21)C(=O)OC(C)(C)C)N2CC=1N=C(N=CC1CC2)NC2=CC(=C(C=C2)N(CCN2CCOCC2)C)C